maleimide hydride [H-].C1(C=CC(N1)=O)=O